[I-].C1(CCCCC1)C[Zn+] (Cyclohexylmethyl)zinc(II) iodide